ClC1=NC=C(C=2N1C=CN2)SC2=C(C1=CN(N=C1C=C2)C)Cl 5-chloro-8-((4-chloro-2-methyl-2H-indazol-5-yl)thio)imidazo[1,2-c]pyrimidine